(2S,4R)-4-fluoro-N-[(S)-[3-fluoro-4-(propan-2-yl)phenyl](phenyl)methyl]-1-[2-(1-methyl-1H-pyrazol-3-yl)acetyl]pyrrolidine-2-carboxamide F[C@@H]1C[C@H](N(C1)C(CC1=NN(C=C1)C)=O)C(=O)N[C@@H](C1=CC=CC=C1)C1=CC(=C(C=C1)C(C)C)F